C(C(C)(C)C)(=O)OC1CN(CC=C1)CC1CCCCC1 1-(cyclohexylmethyl)-1,2,3,6-tetrahydropyridin-3-yl pivalate